C(C)(=O)N([C@@H](C)C(=O)O)C1=CC=CC=C1 Acetyl-N-Phenylalanine